BENZIMIDAZOLSULFONAMIDE N1=C(NC2=C1C=CC=C2)S(=O)(=O)N